(S)-1-methylpyrrolidin-3-yl 1-(2-((6-(5-(6-methylpyridin-2-yl)-1H-imidazol-4-yl)quinolin-3-yl)amino)ethyl)piperidine-4-carboxylate CC1=CC=CC(=N1)C1=C(N=CN1)C=1C=C2C=C(C=NC2=CC1)NCCN1CCC(CC1)C(=O)O[C@@H]1CN(CC1)C